N1(N=NC2=C1C=CC=C2)C2=C(C=C(CNS(=O)(=O)N)C=C2)F N-(4-(1H-benzo[d][1,2,3]triazol-1-yl)-3-fluorobenzyl)sulfamide